5-bromo-8-fluoro-2-methyl-3-((1S,2R)-2-phenylcyclobutyl)quinazolin Methyl-4-[(1S)-1-{[8-(4-fluorobenzyl)-7-oxo-pyrido[2,3-d]pyrimidin-2-yl]amino}ethyl]benzoat COC(C1=CC=C(C=C1)[C@H](C)NC=1N=CC2=C(N1)N(C(C=C2)=O)CC2=CC=C(C=C2)F)=O.BrC=2C1=CN(C(N=C1C(=CC2)F)C)[C@@H]2[C@H](CC2)C2=CC=CC=C2